C(\C=C\C)(=O)NC(OC(C)(C)C)=O Tert-butyl (E)-but-2-enoylcarbamate